NC1=NC=NN2C1=C(C=C2CC)C2=CC=C(C=C2)C2=C(C(N(C=C2)C)=O)C(=O)N [4-(4-amino-7-ethylpyrrolo[2,1-f][1,2,4]triazin-5-yl)phenyl]-1-methyl-2-oxo-1,2-dihydropyridine-3-carboxamide